ClC1=CC=C(C=C1)C1=NN(CC1)C1=CC=C(C=C1)S(N)(=O)=O 3-(4-chlorophenyl)-1-(4-sulfamoylphenyl)-2-pyrazoline